FC=1C=CC2=C(C3=C(O2)C(CCC3)N)C1 8-fluoro-1,2,3,4-tetrahydrodibenzo[b,d]furan-4-amine